C1(CC1)N1CC(N(CC1)C1=CC=C(C=C1)[N+](=O)[O-])=O 4-Cyclopropyl-1-(4-nitrophenyl)piperazin-2-one